NC1=C(C(=NN1C(C)C)C1=NC=C(C=C1)CC(=O)NC1=CC(=NO1)C1=C(C=CC=C1)Cl)C(=O)N 5-Amino-3-[5-[2-[[3-(2-chlorophenyl)isoxazol-5-yl]amino]-2-oxo-ethyl]-2-pyridyl]-1-isopropyl-pyrazole-4-carboxamide